(5-Chloro-3-methyl-1H-pyrazol-4-yl)-6-(4-ethyl-3-(hydroxymethyl)-5-oxo-4,5-dihydro-1H-1,2,4-triazol-1-yl)-7-fluoro-4-(prop-1-en-2-yl)isoquinolin-1(2H)-one ClC1=C(C(=NN1)C)N1C(C2=CC(=C(C=C2C(=C1)C(=C)C)N1N=C(N(C1=O)CC)CO)F)=O